The molecule is a hexanol in which the hydroxy group is at position 3. It has a role as a plant metabolite. It is a secondary alcohol and a hexanol. CCCC(CC)O